7-{1-[1-(2,4-Difluorophenyl)-1H-1,2,3-triazol-4-yl]ethyl}-5-[2-(trifluoromethyl)pyrimidin-5-yl]-7H-pyrrolo[2,3-d]pyrimidin-4-amine FC1=C(C=CC(=C1)F)N1N=NC(=C1)C(C)N1C=C(C2=C1N=CN=C2N)C=2C=NC(=NC2)C(F)(F)F